C(C)(C)[C@H]1CC[C@H](CC1)N1CCC(CC1)N1C=C(C2=CC=CC=C12)CN1CC(C1)O 1-((1-(1-(cis-4-isopropylcyclohexyl)piperidin-4-yl)-1H-indol-3-yl)methyl)azetidin-3-ol